sodium (4-methyl-2-nitrophenyl) methylsulphonate CS(=O)(=O)OC1=C(C=C(C=C1)C)[N+](=O)[O-].[Na]